C(C)OC1=NC=CC=C1C1=CC(=C2C(=N1)C(=NN2C(C)C)C)NCC2=NC=C(C=C2)OC 5-(2-ethoxy-3-pyridyl)-1-isopropyl-N-[(5-methoxy-2-pyridyl)methyl]-3-methyl-pyrazolo[4,3-b]pyridin-7-amine